2-(3-bromo-2-methoxyphenyl)-5-(trifluoromethyl)-2,3-dihydro-1-benzofuran BrC=1C(=C(C=CC1)C1OC2=C(C1)C=C(C=C2)C(F)(F)F)OC